COC=1C=C(C=CC1[N+](=O)[O-])N1CCC2(CC(C2)[C@@H]2[C@H](C2)C#CC2=C3CN(C(C3=CC=C2)=O)C2C(NC(CC2)=O)=O)CC1 3-(4-(((1S,2R)-2-(7-(3-methoxy-4-nitrophenyl)-7-azaspiro[3.5]nonan-2-yl)cyclopropyl)ethynyl)-1-oxoisoindolin-2-yl)piperidine-2,6-dione